[3-(3,4-dihydro-3-oxo-1(2H)-quinoxalinyl)-3-oxopropyl]-acetamide O=C1CN(C2=CC=CC=C2N1)C(CCCC(=O)N)=O